C(C)(=O)OCC(C)(C)C1=NC=C(C=C1)Br 2-(5-bromopyridin-2-yl)-2-methylpropyl acetate